2,5-dichloro-N-[4-(dimethylphosphoryl)phenyl]pyrimidin-4-amine ClC1=NC=C(C(=N1)NC1=CC=C(C=C1)P(=O)(C)C)Cl